methyl (S)-1-((S)-2-((tert-butoxycarbonyl)amino)-3-(3-(4,4,5,5-tetramethyl-1,3,2-dioxaborolan-2-yl)phenyl)propanoyl)pyrrolidine-3-carboxylate C(C)(C)(C)OC(=O)N[C@H](C(=O)N1C[C@H](CC1)C(=O)OC)CC1=CC(=CC=C1)B1OC(C(O1)(C)C)(C)C